methyl 5-benzyl-3-((pyrazine-2-carboxamido)methyl)-4,5-dihydroisoxazole-5-carboxylate C(C1=CC=CC=C1)C1(CC(=NO1)CNC(=O)C1=NC=CN=C1)C(=O)OC